(S)-N-(7-((3-fluorooxetan-3-yl)ethynyl)-5-methyl-4-oxo-2,3,4,5-tetrahydrobenzo[b][1,4]oxazepin-3-yl)-4-phenoxypicolinamide FC1(COC1)C#CC1=CC2=C(OC[C@@H](C(N2C)=O)NC(C2=NC=CC(=C2)OC2=CC=CC=C2)=O)C=C1